Racemic-N-(6-amino-5-ethylpyridin-3-yl)-2-((2R,5S)-5-methyl-2-(2-(1,2,2-trimethylpiperidin-4-yl)benzo[d]thiazol-5-yl)piperidin-1-yl)-2-oxoacetamide NC1=C(C=C(C=N1)NC(C(=O)N1[C@H](CC[C@@H](C1)C)C=1C=CC2=C(N=C(S2)[C@H]2CC(N(CC2)C)(C)C)C1)=O)CC |&1:26|